BrC1=CC=C(C=C1)C(C(CCCOC)C)=O (4-bromophenyl)-5-methoxy-2-methylpentan-1-one